C1(CC1)C1=C(C=CC(=C1)OC)C=1N(C(C2=C(N1)SC1=C2C=CC(=C1O)CCC)=O)CC1=CN=CO1 2-(2-cyclopropyl-4-methoxyphenyl)-8-hydroxy-3-(oxazol-5-ylmethyl)-7-propylbenzo[4,5]thieno[2,3-d]pyrimidin-4(3H)-one